C(CCC)NC1=CC=C(C(=C1)C1=CC=CC=C1)C(=O)NC=1SC(=CN1)C(F)(F)F 5-(butylamino)-N-(5-(trifluoromethyl)thiazol-2-yl)-[1,1'-biphenyl]-2-carboxamide